O1CCOCCSSSCC1 1,4-dioxa-7,8,9-trithiacycloundecane